5-((4-(((S)-2-hydroxy-1-phenylethyl)amino)-5-(3-(quinuclidin-4-yl)-1,2,4-oxadiazol-5-yl)pyridin-2-yl)amino)-3-methylisoindolin-1-one OC[C@H](C1=CC=CC=C1)NC1=CC(=NC=C1C1=NC(=NO1)C12CCN(CC1)CC2)NC=2C=C1C(NC(C1=CC2)=O)C